ClC1=NC(=CC(=C1)C)C(C)(F)F 2-chloro-6-(1,1-difluoroethyl)-4-methylpyridine